1-((1-chloroisoquinolin-6-yl)oxy)cyclopropane-1-carboxamide ClC1=NC=CC2=CC(=CC=C12)OC1(CC1)C(=O)N